methyl 6-(bromomethyl)-3-fluoroimidazo[1,2-a]pyridine-8-carboxylate BrCC=1C=C(C=2N(C1)C(=CN2)F)C(=O)OC